(S)-2-amino-3-(4-(5'-fluoro-2'-oxospiro[cyclopropane-1,3'-indoline]-1'-yl)phenyl)propanoic acid methyl ester COC([C@H](CC1=CC=C(C=C1)N1C(C2(C3=CC(=CC=C13)F)CC2)=O)N)=O